2-iodoperfluoropropane IC(C(F)(F)F)(C(F)(F)F)F